C(C)C(CN1CCC(CC1)C=1C=C(C=CC1)C=1N=NN(C1)CC1=C(C=C(C(=O)NN)C=C1)F)(CC)F 4-((4-(3-(1-(2-ethyl-2-fluorobutyl)piperidin-4-yl)phenyl)-1H-1,2,3-triazol-1-yl)methyl)-3-fluorobenzohydrazide